NCCCC(CCNCCCCCCCCCCCC)N (3-aminopropyl)-N'-n-dodecyl-1,3-diaminopropane